Isoleucyl-Tyrosine O-Sulphate S(=O)(=O)(O)OC1=CC=C(C[C@H](NC([C@@H](N)[C@@H](C)CC)=O)C(=O)O)C=C1